CC(C)C[C@@H](C(=O)N[C@@H](C(C)C)C(=O)N[C@@H](C(C)C)C(=O)O)NC(=O)[C@H](CC(=O)N)NC(=O)[C@H](CCCCN)NC(=O)CNC(=O)[C@H](CC1=CNC2=CC=CC=C21)NC(=O)[C@H](C(C)O)NC(=O)[C@H](CCCCN)N The molecule is an oligopeptide composed of L-lysine, L-threonine, L-tryptophan, glycine, L-asparagine, L-leucine, L-valine and L-valine joined in sequence by peptide linkages; synthetic variant K9V of the yellow fever specific peptide epitope K9F.